C(C1=CC=CC=C1)[C@@H]1N=C(OC1)[C@H](C(C)(C)C)NC(C)=O N-((S)-1-((S)-4-benzyl-4,5-dihydrooxazol-2-yl)-2,2-dimethylpropyl)acetamide